(4S)-1-(3,4-difluorophenyl)-5,5-difluoro-3-(trifluoromethyl)-4,6-dihydro-cyclopenta[c]pyrazol-4-ol FC=1C=C(C=CC1F)N1N=C(C2=C1CC([C@H]2O)(F)F)C(F)(F)F